(3-mercaptopropyl)dimethyl-(methoxy)silane SCCC[Si](OC)(C)C